ClC1=C(C=CC=C1)N1CCN(CC1)C(CN1N=C(C2=C1CCC2)C(=O)N2C[C@H](O[C@H](C2)C)C)=O 1-[4-(2-chlorophenyl)piperazin-1-yl]-2-{3-[(2R,6S)-2,6-dimethylmorpholine-4-carbonyl]-5,6-dihydrocyclopenta[c]pyrazol-1(4H)-yl}ethan-1-one